trimethylhexanediamine CC(C)(C)CCCCC(N)N